N1=CN=C2NC=NC2=C1C=1C(=NC=CC1)NC=1C=C(C=CC1C)NC(C1=NC=C(C(=C1)C(F)(F)F)OC1CN(C1)C)=O N-(3-(3-(9H-purin-6-yl)pyridin-2-ylamino)-4-methylphenyl)-5-(1-methylazetidin-3-yloxy)-4-(trifluoromethyl)picolinamide